OC(CCC(=O)NC1=CC=CC=C1)CCCCCCCC 4-hydroxylauric acid anilide